OCC(CCO)C(CCCCC)C#N 1,2-Dihydroxymethylethylhexanecarbonitrile